C(C)NC(=O)N1[C@H]2CN(C[C@@H]1CC2)C2=NC(=NC=C2)NC=2C=NNC2 (1r,5s)-N-ethyl-3-[2-(1H-pyrazol-4-ylamino)pyrimidin-4-yl]-3,8-diazabicyclo[3.2.1]octane-8-carboxamide